C(C1=CC=CC=C1)OC(CCCC(=O)O)=O 5-(Benzyloxy)-5-oxopentanoic acid